(R)-(6-cyclopropyl-imidazo[1,5-a]pyrazin-5-yl)-{1-[3-fluoro-4-(oxetan-3-ylmethoxy)-phenyl]-1H-[1,2,3]triazol-4-yl}-methanol C1(CC1)C=1N=CC=2N(C1[C@@H](O)C=1N=NN(C1)C1=CC(=C(C=C1)OCC1COC1)F)C=NC2